FC(C1(CC1)C1=NOC(=N1)C1CN(C1)C(=O)OCCCC)(F)F butyl 3-[3-[1-(trifluoromethyl)cyclopropyl]-1,2,4-oxadiazol-5-yl]azetidine-1-carboxylate